[O-]CCCC.C(C(C)C)[Al+]CC(C)C diisobutylaluminum mono(n-butoxide)